FC1=C(C=C(C=C1)CSC1=NC=CC(=N1)C)B(O)O (2-FLUORO-5-([(4-METHYLPYRIMIDIN-2-YL)SULFANYL]METHYL)PHENYL)BORANEDIOL